Titanium Monoammonium Salt [NH4+].[Ti+4]